ClC=1C=C2NC(C3N(C2=CC1Cl)CCNC3)=O 8,9-Dichloro-2,3,4,4a-tetrahydro-1H-pyrazino[1,2-a]quinoxalin-5(6H)-one